C(C)(C)(C)OC(=O)NCCC1=C(C[C@H](NC(=O)OCC2=CC=CC=3C4=CC=CC=C4CC23)C(=O)O)C=CC(=C1)O o-[2-[[t-butoxycarbonyl]amino]ethyl]-N-[fluorenylmethoxycarbonyl]-L-tyrosine